C(C)C=1C(=C(C(=O)[O-])C=CC1)CC.[NH4+] Ammonium diethylbenzoate